N[C@H](C)C1CN(C1)C(=O)OCC1=CC=CC=C1 (R)-benzyl 3-(1-aminoethyl)azetidine-1-carboxylate